Sodium chloro-2,2-difluoroacetate ClC(C(=O)[O-])(F)F.[Na+]